ClC1=C(C=CC=C1)C1=CN=C(S1)N1CCC2(CC1)[C@@H](C1=CC=CC=C1C2)N (S)-1'-(5-(2-chlorophenyl)thiazol-2-yl)-1,3-dihydro-spiro[indene-2,4'-piperidin]-1-amine